3-((N,N-dimethylaminomethylidene)amino)-3H-1,2,4-dithiazol-5-one CN(C)C=NC1SSC(N1)=O